C(C)(C)(C)OC(N[C@H](C(=O)NCC1=CC=C(C=C1)P(=O)(C)C)CCC(=O)N)=O (S)-(5-amino-1-((4-(dimethylphosphoryl)benzyl)amino)-1,5-dioxopentan-2-yl)carbamic acid tert-butyl ester